FC1CC(C1)NCC(CCCC(C(=O)O)=N)CC 6-(((3-fluorocyclobutyl)amino)methyl)-2-iminooctanoic acid